eicosyl-methylamine C(CCCCCCCCCCCCCCCCCCC)NC